COC(=O)[C@@H]1CC[C@H](CC1)C(=O)O (trans)-4-(methoxycarbonyl)cyclohexane-1-carboxylic acid